phenyl-cyclobutanecarboxamide tert-butyl-(3-(1,1-difluoroethyl)bicyclo[1.1.1]pentan-1-yl)carbamate C(C)(C)(C)N(C(O)=O)C12CC(C1)(C2)C(C)(F)F.C2(=CC=CC=C2)C2(CCC2)C(=O)N